copper undecylate C(CCCCCCCCCC)(=O)[O-].[Cu+2].C(CCCCCCCCCC)(=O)[O-]